4-(3-(2,6-difluoro-3-(propylsulfanyl)benzoyl)-1H-pyrrolo[2,3-b]pyridin-5-yl)piperazine-1-carboxylic acid tert-butyl ester C(C)(C)(C)OC(=O)N1CCN(CC1)C=1C=C2C(=NC1)NC=C2C(C2=C(C(=CC=C2F)SCCC)F)=O